2-Chloro-N-(4-nitrosophenethyl)chinolin-4-amin ClC1=NC2=CC=CC=C2C(=C1)NCCC1=CC=C(C=C1)N=O